6-(3-Methoxybenzyl)-4-methyl-2-(methylthio)-4,6-dihydro-5H-thiazolo[5',4':4,5]pyrrolo[2,3-d]pyridazin-5-one COC=1C=C(CN2N=CC3=C(C2=O)N(C2=C3SC(=N2)SC)C)C=CC1